C(#N)C1=NC=C(C(=C1)C1=CC=2N(C=C1)N=C(C2)NC(=O)C2CC2)OCC2CCN(CC2)C N-[5-[2-cyano-5-[(1-methyl-4-piperidyl)methoxy]-4-pyridyl]pyrazolo[1,5-a]pyridin-2-yl]cyclopropanecarboxamide